CC=1C=CC=2N(C3=CC=CC=C3C2C1)C1=CC=C(C=C1)C=1C(=CC=CC1)C1=CC=CC=C1 4-(3-methyl-9H-carbazol-9-yl)-[1,1':2',1''-terphenyl]